Cyclodecatrien C1=CC=CC=CCCCC1